N1=C(OC(C2=C1C=CC=C2)=O)C=2C=C1C(C(=O)NC1=O)=CC2 4-(3,1-benzoxazin-4-on-2-yl)phthalimide